COC(=O)C12CCCN2CC(C1O)O.C1C(CC2=CC=CC=C12)NC1=NC=C(C=N1)C(=O)NN 2-((2,3-dihydro-1H-inden-2-yl)amino)pyrimidine-5-carbohydrazide methyl-1,2-dihydroxytetrahydro-1H-pyrrolizine-7a(5H)-carboxylate